(Z)-9-tetradecenoic acid ethyl ester C(C)OC(CCCCCCC\C=C/CCCC)=O